(2S,3S)-2-((3',5'-difluorobiphenyl-3-yl)methyl)-3-((ethylsulfonyl)amino)-N,N-dimethylpyrrolidine-1-carboxamide FC=1C=C(C=C(C1)F)C1=CC(=CC=C1)C[C@@H]1N(CC[C@@H]1NS(=O)(=O)CC)C(=O)N(C)C